C(C(C)(C)C)(=O)O[C@H](C(=O)OC(C)C)C (-)-(S)-1-isopropoxy-1-oxopropan-2-yl pivalate